methylenebis(4,6-di-t-butylphenyl) 2-ethylhexyl phosphite P1(OC2=C(C=C(C=C2C(C)(C)C)C(C)(C)C)CC2=C(C(=CC(=C2)C(C)(C)C)C(C)(C)C)O1)OCC(CCCC)CC